Cl.C(C)C1=C(OCCCCCC2=CC=C(C=C2)NC(=O)N2CCNCC2)C=CC=C1 N-(4-(5-(2-ethylphenoxy)pentyl)phenyl)piperazine-1-carboxamide hydrochloride